[Na+].CN(CC(=O)[O-])C N,N-dimethylglycine sodium salt